dilithium 4,4'-di-tert-butyl-1,1'-biphenyl C(C)(C)(C)C1=CC=C(C=C1)C1=CC=C(C=C1)C(C)(C)C.[Li].[Li]